(3-fluoro-4-hydroxyphenyl)(spiro[benzo[b][1,4]oxazine-2,1'-cyclopropane]-4(3H)-yl)methanone FC=1C=C(C=CC1O)C(=O)N1C2=C(OC3(CC3)C1)C=CC=C2